tert-butyl 4-[4-[[4-(5-acetyl-3-iodo-6,7-dihydro-4H-pyrazolo[4,3-c]pyridin-1-yl)cyclohexyl]-methyl-amino]-1-piperidyl]benzoate C(C)(=O)N1CC2=C(CC1)N(N=C2I)C2CCC(CC2)N(C2CCN(CC2)C2=CC=C(C(=O)OC(C)(C)C)C=C2)C